8-Ethyl-N-((1,2,3,5,6,7-hexahydro-s-indacen-4-yl)carbamoyl)-8-azabicyclo[3.2.1]octane-3-sulfonamide, potassium salt [K].C(C)N1C2CC(CC1CC2)S(=O)(=O)NC(NC2=C1CCCC1=CC=1CCCC21)=O